C(CCCCCCCCCCC)(=O)N(CCC(=O)[O-])C.[K+] potassium N-lauroyl-N-methyl-β-alaninate